2-carboxy-7-((3'-fluoro-[1,1'-biphenyl]-2-yl)oxy)-1,2,3,4-tetrahydronaphthalene C(=O)(O)C1CC2=CC(=CC=C2CC1)OC1=C(C=CC=C1)C1=CC(=CC=C1)F